3-(2-Methoxyethoxy)benzoyl chloride COCCOC=1C=C(C(=O)Cl)C=CC1